BrCC1=C(C(N=C(N1)C=1N(C=CN1)C)C1=C(C=C(C=C1)F)Cl)C(=O)OC methyl 6-(bromomethyl)-4-(2-chloro-4-fluorophenyl)-2-(1-methyl-1H-imidazol-2-yl)-1,4-dihydropyrimidine-5-carboxylate